FC=1C=C(C=C(C1)F)[C@H](C(C)C)N1C(=NC(C(=C1O)CC1=CC=C(C=C1)C=1C(=NC=CC1)C)=O)COC(C)C 1-[(1S)-1-(3,5-difluorophenyl)-2-methylpropyl]-6-hydroxy-5-{[4-(2-methylpyridin-3-yl)phenyl]methyl}-2-[(propan-2-yloxy)methyl]-1,4-dihydropyrimidin-4-one